ClC=1C=CC(=C(C1)CC(=O)O)CN1[C@@](C2=C(C=C(C=C2C1=O)[C@](CC)(C1CCOCC1)O)F)(OC)C1=CC=C(C=C1)Cl 2-(5-chloro-2-{1-[(1R)-1-(4-chlorophenyl)-7-fluoro-5-[(1S)-1-hydroxy-1-(oxan-4-yl)propyl]-1-methoxy-3-oxo-2,3-dihydro-1H-isoindol-2-yl]methyl}phenyl)acetic acid